1-Ethyl 2-[2-[2-(2-hydroxyethoxy)ethoxy]ethoxy]acetate OCCOCCOCCOCC(=O)OCC